2-[2-[2-[[2-[2-[2-[[5-tert-butoxy-4-[(18-tert-butoxy-18-oxo-octadecanoyl)amino]-5-oxo-pentanoyl]amino]ethoxy]ethoxy]acetyl]amino]ethoxy]ethoxy]acetic acid C(C)(C)(C)OC(C(CCC(=O)NCCOCCOCC(=O)NCCOCCOCC(=O)O)NC(CCCCCCCCCCCCCCCCC(=O)OC(C)(C)C)=O)=O